(5-bromo-3-pyridyl)-[4-(6,11-dihydrobenzo[c][1]benzoxepin-11-yl)piperazin-1-yl]methanone BrC=1C=C(C=NC1)C(=O)N1CCN(CC1)C1C2=C(COC3=C1C=CC=C3)C=CC=C2